1,1,1-trifluoro-N,N-bis(trifluoromethyl)methanesulfonamide FC(S(=O)(=O)N(C(F)(F)F)C(F)(F)F)(F)F